N-[(1R,3S)-3-{[2-(ethoxymethyl)-1-benzothiophen-4-yl]amino}cyclohexyl]-4-methoxybenzamide C(C)OCC=1SC2=C(C1)C(=CC=C2)N[C@@H]2C[C@@H](CCC2)NC(C2=CC=C(C=C2)OC)=O